C(C1=CC=CC=C1)OC(=O)NC1C[C@@H]2[C@@H](CN(C2)C(=O)OC(C)(C)C)C1 tert-butyl (3aR,5s,6aS)-5-(((benzyloxy)carbonyl)amino)hexahydrocyclopenta[c]pyrrole-2(1H)-carboxylate